CC1=CC=C[CH-]1.CC1=CC=C[CH-]1.[Ni+2] Bis(methylcyclopentadienyl)nickel(II)